C1(=CC=CC=C1)C1=CC=C(C=C2C(N(C(N(C2=O)C)=O)C)=O)C=C1 5-(4-phenylbenzylidene)-1,3-dimethylbarbituric acid